C(C)OC(=O)C=1C=NN(C1N)C1=CC=C(C=C1)Cl 1-(4-chlorophenyl)-5-amino-1H-pyrazole-4-carboxylic acid ethyl ester